C(C=1C(C(=O)O)=CC=CC1)(=O)O.CC(CC(O)O)CC (3-methylpentanediol) phthalate